tris(tri-n-propyl silyl) phosphite P(O[Si](CCC)(CCC)CCC)(O[Si](CCC)(CCC)CCC)O[Si](CCC)(CCC)CCC